3-Methylene-4-hexyn-1-ol C=C(CCO)C#CC